nonyl 8-((6-((6,6-bis(octyloxy)hexanoyl)oxy)hexyl)(2-hydroxyethyl)amino)octanoate C(CCCCCCC)OC(CCCCC(=O)OCCCCCCN(CCCCCCCC(=O)OCCCCCCCCC)CCO)OCCCCCCCC